CN1CC(C1)CCCNC(=S)OC(C(=O)OCCCCCCOC(C(CCCCCCCC)CCCCCC)=O)C(=O)OCCCCCCOC(C(CCCCCCCC)CCCCCC)=O bis(6-((2-hexyldecanoyl)oxy)hexyl) 2-(((3-(1-methylazetidin-3-yl)propyl)-carbamothioyl)oxy)malonate